C(=O)(OC(C)(C)C)N1CCN(CC1)C1=CC=C(C=C1)B(O)O 4-(4-Boc-1-piperazinyl)phenylboronic acid